2-acetamido-2-deoxy-alpha-L-galactopyranose C(C)(=O)N[C@@H]1[C@H](O)O[C@H]([C@H]([C@H]1O)O)CO